C(C)C1=C(C=CC(=N1)N1C(N(C2(C1)CCN(CC2)C(C(CO)(C)C)=O)CC2=CC(=CC=C2)OC)=O)C=2C=NNC2 3-(6-ethyl-5-(1H-pyrazol-4-yl)pyridin-2-yl)-8-(3-hydroxy-2,2-dimethylpropionyl)-1-(3-methoxybenzyl)-1,3,8-triazaspiro[4.5]decan-2-one